C(#N)C=1C(=NC=CN1)N[C@H](C(=O)O)CCN(CCCCC1=NC=2NCCCC2C=C1)CCOC1=NC=CC=C1 (S)-2-((3-cyanopyrazin-2-yl)amino)-4-((2-(pyridin-2-yloxy)ethyl)(4-(5,6,7,8-tetrahydro-1,8-naphthyridin-2-yl)butyl)amino)butanoic acid